(S)-2-chloro-N-(3-cyano-4-fluorophenyl)-1,4-dimethyl-5-(2-oxo-2-((1,1,1-trifluoropropan-2-yl)amino)acetyl)-1H-pyrrole-3-carboxamide ClC=1N(C(=C(C1C(=O)NC1=CC(=C(C=C1)F)C#N)C)C(C(N[C@H](C(F)(F)F)C)=O)=O)C